(5aS,6R,11bS)-3-(2-(3,5-bis(difluoromethyl)-1H-pyrazol-1-yl)ethyl)-14-(cyclopropylmethyl)-2,3,4,5,6,7-hexahydro-6,11b-(epiminoethano)naphtho[1,2-d]azepine-5a,10(1H)-diol FC(C1=NN(C(=C1)C(F)F)CCN1CC[C@@]23[C@@](CC1)([C@@H](CC1=CC=C(C=C12)O)N(CC3)CC3CC3)O)F